2-((4-((5R,6R)-6-hydroxy-2,2-dimethyl-1,3-dioxepan-5-yl)-7-((5R,6S)-6-hydroxy-2,2-dimethyl-1,3-dioxepan-5-yl)-1,4,7-triazonan-1-yl)methyl)benzenesulfonate O[C@@H]1[C@@H](COC(OC1)(C)C)N1CCN(CCN(CC1)[C@@H]1COC(OC[C@H]1O)(C)C)CC1=C(C=CC=C1)S(=O)(=O)[O-]